behenyl ethylene oxide C(CCCCCCCCCCCCCCCCCCCCC)C1CO1